FC=1C=C(CNC2=NC(=C3N(C2=O)[C@@H](CC3)C(=O)O)C3=CC=NN3C)C=C(C1)C (S)-3-((3-fluoro-5-methylbenzyl)amino)-1-(1-methyl-1H-pyrazol-5-yl)-4-oxo-4,6,7,8-tetrahydropyrrolo[1,2-a]pyrazine-6-carboxylic acid